ICCC(=O)NCCCC[C@H](N)C(=O)O N6-(3-iodopropionyl)-L-lysine